ClC=1C=CC(=NC1)C1(OC2=C(O1)C=CC=C2C2CCN(CC2)CC2=NC=1C(=NC(=CC1OC)C(=O)O)N2C[C@H]2OCC2)C ((4-(2-(5-chloropyridin-2-yl)-2-methylbenzo[d][1,3]dioxolan-4-yl)piperidin-1-yl)methyl)-7-methoxy-3-(((S)-oxetan-2-yl)methyl)-3H-imidazo[4,5-b]pyridine-5-carboxylic acid